3-{(3S,4R)-4-methyl-3-[methyl-(7H-pyrrolo[2,3-d]pyrimidin-4-yl)amino]piperidin-1-yl}-3-oxopropanenitrile C[C@H]1[C@@H](CN(CC1)C(CC#N)=O)N(C=1C2=C(N=CN1)NC=C2)C